1-Hydroxy-1H-benzotriazole ON1N=NC2=C1C=CC=C2